1-(5-(3-aminoisoquinolin-7-yl)-1-methyl-1H-pyrazol-3-yl)-3-(4-((4-methylpiperazin-1-yl)methyl)-3-(trifluoromethyl)phenyl)urea NC=1N=CC2=CC(=CC=C2C1)C1=CC(=NN1C)NC(=O)NC1=CC(=C(C=C1)CN1CCN(CC1)C)C(F)(F)F